CC1(COC2=C1C=C(C=C2)C2(CC2)C(=O)O)C 1-(3,3-dimethyl-2,3-dihydrobenzofuran-5-yl)cyclopropanecarboxylic acid